FC1=CC=2N(C(=C1)C(=O)NC1(CC1)C1=CC=C(C(=O)O)C=C1)C(=CN2)CC2=CC=C(C=C2)C(F)(F)F 4-(1-{[7-fluoro-3-(4-trifluoromethylbenzyl)-imidazo[1,2-a]pyridine-5-carbonyl]amino}cyclopropyl)benzoic acid